C(#N)C=1C=2CCCC2C(=C2CCCC12)NC(=O)N=[S@](=O)(N)C=1C=NC=C(C1)C(C)(C)O (R)-N'-((8-cyano-1,2,3,5,6,7-hexahydro-s-indacen-4-yl)carbamoyl)-5-(2-hydroxypropan-2-yl)pyridine-3-sulfonimidamide